C1(=CC=CC=C1)[C@H]([C@H]1CNC2=CC=CN=C2C1)NCCC=1C=C(C=CC1)CC(=O)O 2-[3-[2-[[(S)-phenyl-[(3R)-1,2,3,4-tetrahydro-1,5-naphthyridin-3-yl]methyl]amino]ethyl]phenyl]acetic acid